CC1=NC=CC(=C1)C=1OC=C(N1)C(=O)NC=1C=C2C(=NC1N1C[C@H](CC1)NC(OC(C)(C)C)=O)N=C(S2)N2CCOCC2 tert-butyl (S)-(1-(6-(2-(2-methylpyridin-4-yl)oxazole-4-carboxamido)-2-morpholinothiazolo[4,5-b]pyridin-5-yl)pyrrolidin-3-yl)carbamate